[(2-chlorophenyl)diphenylmethyl] (S)-1-amino-23-(((benzyloxy)carbonyl)amino)-8,17-dioxo-3,6,12,15-tetraoxa-9,18-diazatetracosan-24-oate NCCOCCOCC(NCCOCCOCC(NCCCC[C@@H](C(=O)OC(C1=CC=CC=C1)(C1=CC=CC=C1)C1=C(C=CC=C1)Cl)NC(=O)OCC1=CC=CC=C1)=O)=O